SCC[Si](OCCC)(OCCC)OCC 2-mercaptoethyl-ethoxydipropoxysilane